C(C)(C)(C)OC(=O)N1[C@@H](CC1)CONC(=O)[C@H]1N2C(N([C@H](CC1)C2)OS(=O)(=O)O)=O.C(CCC)[N+](CCCC)(CCCC)CCCC tetrabutylammonium tert-butyl-(2S)-2-{[({[(2S,5R)-7-oxo-6-(sulfooxy)-1,6-diazabicyclo[3.2.1]oct-2-yl]carbonyl}amino)oxy]methyl}azetidine-1-carboxylate